vinylphosphonic acid C(=C)P(O)(O)=O